N1(N=NN=C1)C[C@H](C)OC1=C(C#N)C=CC(=C1)C=1C=NC(=NC1)NC=1C(=NN(C1)C1CCC(CC1)N1CCOCC1)OCC1COC1 2-(((S)-1-(1H-tetrazol-1-yl)propan-2-yl)oxy)-4-(2-((1-((1r,4r)-4-morpholinocyclohexyl)-3-(oxetan-3-ylmethoxy)-1H-pyrazol-4-yl)amino)pyrimidin-5-yl)benzonitrile